NCCCOC=1C=C2C(=CC=NC2=CC1)C(=O)NCC(=O)N1[C@@H](CCC1)C#N (S)-6-(3-aminopropoxy)-N-(2-(2-cyanopyrrolidin-1-yl)-2-oxoethyl)quinoline-4-carboxamide